4-amino-5-[(4,4-difluoropiperidin-1-yl)methyl]pyrrolo[2,1-f][1,2,4]triazin-7-yl-N-[(3R,4S)-4-fluoro-1-(1-fluorocyclopropanecarbonyl)pyrrolidin-3-yl]-2-methoxypyridine-3-carboxamide NC1=NC=NN2C1=C(C=C2C2=C(C(=NC=C2)OC)C(=O)N[C@@H]2CN(C[C@@H]2F)C(=O)C2(CC2)F)CN2CCC(CC2)(F)F